6-chloro-3,4-dihydro-2,7-naphthyridin-1(2H)-one ClC=1C=C2CCNC(C2=CN1)=O